N,N-diethyl-2,3,3,3-tetrafluoropropionamide CCN(CC)C(=O)C(C(F)F)(F)F